C(CC(O)(C(=O)O)CC(=O)O)(=O)O.CC(CCN1N=C(C=C1OC([2H])([2H])C1=C(C=C(C(=C1)F)F)F)C(N)([2H])[2H])C 1-[1-(3-Methylbutyl)-5-{[(2,4,5-trifluorophenyl)(2H2)methyl]oxy}-1H-pyrazol-3-yl](2H2)methanamine monocitrate